5-benzyl-1-(cyanomethyl)-3-oxo-hexahydropyrrolo[3,4-C]pyrrole-2(1H)-carboxylate C(C1=CC=CC=C1)N1CC2C(C1)C(N(C2CC#N)C(=O)[O-])=O